CSC(C(=O)O)CC 2-(METHYLSULFANYL)BUTANOIC ACID